COC1=CC=C(C=C1)S(=O)(=O)N(C1CCN(CC1)CCCOC1=CC=C(C=C1)C(\C=C\C1=CC=C(C=C1)C)=O)C (E)-4-methoxy-N-methyl-N-(1-(3-(4-(3-(p-tolyl)acryloyl)phenoxy)propyl)piperidin-4-yl)benzenesulfonamide